Rac-ethyl-(2s,4s,5s)-5-(3,4-bis(allyloxy) phenyl)-4-cyano-4-methylpyrrolidine-2-carboxylate C(C)OC(=O)[C@H]1N[C@H]([C@@](C1)(C)C#N)C1=CC(=C(C=C1)OCC=C)OCC=C |r|